2-((1S,2S)-2-aminocyclopentyl)-5-chloro-N-(furan-2-ylmethyl)-3-methylthieno[3,2-b]pyridin-7-amine N[C@@H]1[C@H](CCC1)C1=C(C2=NC(=CC(=C2S1)NCC=1OC=CC1)Cl)C